C(#N)C=1C(=NC=2CNCCC2C1C1=NC=CC=C1F)N1CC2(CN(C2)C(=O)OC(C)(C)C)CC1 tert-butyl 6-(3-cyano-4-(3-fluoropyridin-2-yl)-5,6,7,8-tetrahydro-1,7-naphthyridin-2-yl)-2,6-diazaspiro[3.4]octane-2-carboxylate